ClC=1N=C2N(C=CC=C2)C1 2-chloroimidazo[1,2-a]pyridine